NC1=C(C=2C(=NC(=C(C2)C(C)OCCC)C)N1C1=C(C(=CC=C1C)OCC1=CC=C(C=C1)OC)C)C#N 2-amino-1-(3-((4-methoxybenzyl)oxy)-2,6-dimethylphenyl)-6-methyl-5-(1-propoxyethyl)-1H-pyrrolo[2,3-b]pyridine-3-carbonitrile